tert-butyl N-[4-(4-chlorophenyl)-2-[[4-(1-oxo-4,5-dihydro-3H-isothiazol-1-yl)benzoyl]amino]phenyl]carbamate ClC1=CC=C(C=C1)C1=CC(=C(C=C1)NC(OC(C)(C)C)=O)NC(C1=CC=C(C=C1)S1(NCCC1)=O)=O